6-(2,8-dimethylimidazo[1,2-b]pyridazin-6-yl)-8-fluoro-[1,2,4]triazolo[1,5-a]pyridine CC=1N=C2N(N=C(C=C2C)C=2C=C(C=3N(C2)N=CN3)F)C1